C1(=C(C(=CC(=C1)C)C)C=1N=C(OC1C1=CC=CC=C1)C=1SC=CC1)C 4-Mesityl-5-phenyl-2-(thiophen-2-yl)oxazole